[2,4-dichloro-5-[(4-chloro-2-methyl-phenoxy)carbothioylamino]phenyl]boronic acid ClC1=C(C=C(C(=C1)Cl)NC(=S)OC1=C(C=C(C=C1)Cl)C)B(O)O